4-(2-(piperazin-1-yl)ethyl)piperidine-1-carboxylic acid N1(CCNCC1)CCC1CCN(CC1)C(=O)O